O1C=2C(OCC1)=C(SC2)C=2C=CC(=C(C2)NC2=NC=NC1=CC(=C(C=C21)OC2CCN(CC2)C(C=C)=O)OC)OC 1-(4-((4-((5-(2,3-dihydrothieno[3,4-b][1,4]dioxin-5-yl)-2-methoxyphenyl)amino)-7-methoxyquinazolin-6-yl)oxy)piperidin-1-yl)prop-2-en-1-one